N-(2-methylquinolin-8-yl)benzo[B]thiophene-2-carboxamide CC1=NC2=C(C=CC=C2C=C1)NC(=O)C1=CC2=C(S1)C=CC=C2